NC=1C2=C(N=CN1)N(C(=C2C2=CC=C(C=C2)OC2=CC=CC=C2)C#CC2CN(C2)C2C[C@@H](N(CC2)C(C=C)=O)C)C 1-[(2S)-4-(3-[2-[4-amino-7-methyl-5-(4-phenoxyphenyl)-7H-pyrrolo[2,3-d]pyrimidin-6-yl]ethynyl]azetidin-1-yl)-2-methylpiperidin-1-yl]prop-2-en-1-one